BrC1=C(C(=CC2=C1C[C@](O2)(C2=CC=CC=C2)[C@H]2N(C[C@H](C2)O)C(=O)OC(C)(C)C)F)Cl Tert-butyl (2S,4S)-2-((S)-4-bromo-5-chloro-6-fluoro-2-phenyl-2,3-dihydrobenzofuran-2-yl)-4-hydroxypyrrolidine-1-carboxylate